ClC=1C=CC(=C(C1)CC(=O)OC)S(=O)(=O)Cl methyl 2-[5-chloro-2-(chlorosulfonyl)phenyl]acetate